C1(CC1)N1C(=NC2=C1C=C(C=C2F)C2=CC=C(C=C2)CN2CC1(C2)CN(C1)CC(C)C)C1=CC=C(C=C1)S(=O)(=O)C 1-cyclopropyl-4-fluoro-6-(4-((6-isobutyl-2,6-diazaspiro[3.3]hept-2-yl)methyl)phenyl)-2-(4-(methylsulfonyl)phenyl)-1H-benzo[d]imidazole